(Z)-3-((3-((benzyloxy)methyl)-5-(bicyclo[1.1.1]pentan-1-yl)-2-methyl-7-(methylthio)-1,1-dioxido-2,3,4,5-tetrahydrobenzo[f][1,2,5]thiadiazepin-8-yl)oxy)-2-fluoroacrylic acid C(C1=CC=CC=C1)OCC1N(S(C2=C(N(C1)C13CC(C1)C3)C=C(C(=C2)O\C=C(\C(=O)O)/F)SC)(=O)=O)C